ClC1=C(C(=O)NC2=CC=NC=C2)C=C(C=C1)[N+](=O)[O-] 2-chloro-5-nitro-N-4-pyridinyl-benzamide